(2S,3aS,7aS)-1-((R)-2-hydroxybutanoyl)-N-((S)-3-oxo-1-((S)-2-oxopyrrolidin-3-yl)-4-(trifluoromethoxy)butan-2-yl)octahydro-1H-indole-2-carboxamide O[C@@H](C(=O)N1[C@@H](C[C@@H]2CCCC[C@H]12)C(=O)N[C@@H](C[C@H]1C(NCC1)=O)C(COC(F)(F)F)=O)CC